4-(6-(2,5-dioxo-2,5-dihydro-1H-pyrrol-1-yl)hexanamido)-2-sulphobenzoic acid O=C1N(C(C=C1)=O)CCCCCC(=O)NC1=CC(=C(C(=O)O)C=C1)S(=O)(=O)O